CN1C(=N\C(\C1=O)=C/C=1C=C2C=NN(C2=CC1)C)NCC=1SC=C(N1)C (5Z)-3-Methyl-5-[(1-methylindazol-5-yl)methylene]-2-[(4-methylthiazol-2-yl)methylamino]imidazol-4-one